(R)-1-(2-(1-(4-fluorophenyl)-6-methyl-1H-indazol-5-yl)-4-((2-methyl-2H-1,2,3-triazol-4-yl)sulfonyl)piperazin-1-yl)propan-2-one FC1=CC=C(C=C1)N1N=CC2=CC(=C(C=C12)C)[C@H]1N(CCN(C1)S(=O)(=O)C1=NN(N=C1)C)CC(C)=O